(S)-quinuclidin-3-yl (6-(2,4-difluorophenyl)-2,2-dimethyl-2,3-dihydro-1H-inden-1-yl)carbamate FC1=C(C=CC(=C1)F)C1=CC=C2CC(C(C2=C1)NC(O[C@@H]1CN2CCC1CC2)=O)(C)C